8-(2-triisopropylsilylethynyl)naphthalene C(C)(C)[Si](C#CC=1C=CC=C2C=CC=CC12)(C(C)C)C(C)C